C[C@H]1CCOCCOCC2=NC=C(C3=NN(C=4C=CC(O1)=CC34)C3OCCCC3)S2 (13S)-13-methyl-19-(oxan-2-yl)-7,10,14-trioxa-23-thia-4,19,20-triazatetracyclo[13.5.2.12,5.018,21]tricosa-1(20),2,4,15(22),16,18(21)-hexaene